6-bromo-3-fluoro-pyridin-2-amine BrC1=CC=C(C(=N1)N)F